3-[2-(trifluoromethyl)-4-fluoro-4'-chlorobenzhydryloxy]-N-(iso-propyl)azetidine-carboxamide FC(C1=C(C(C2=CC=C(C=C2)Cl)OC2CN(C2)C(=O)NC(C)C)C=CC(=C1)F)(F)F